2-(p-tolyl)ethane-1,2-diol C1(=CC=C(C=C1)C(CO)O)C